(2S,4R)-1-(3-ethoxybenzoyl)-4-hydroxypyrrolidine-2-carboxylic acid C(C)OC=1C=C(C(=O)N2[C@@H](C[C@H](C2)O)C(=O)O)C=CC1